(3R,4R)-4-amino-3-fluoropiperidine-1-yl-3-bromo-1H-pyrazolo[3,4-d]pyrimidine-4-carbonitrile N[C@H]1[C@@H](CN(CC1)N1N=C(C=2C1=NC=NC2C#N)Br)F